ethyl (R)-2-((S)-2-(((1r,4S)-4-((5'-chloro-6-(((4-cyanotetrahydro-2H-pyran-4-yl)methyl)amino)-[2,4'-bipyridin]-2'-yl)amino)cyclohexyl)amino)propoxy)propanoate ClC=1C(=CC(=NC1)NC1CCC(CC1)N[C@H](CO[C@@H](C(=O)OCC)C)C)C1=NC(=CC=C1)NCC1(CCOCC1)C#N